C(C)(C)(C)C(C)(C)OOC1=C(C=CC=C1)OOC(C)(C)C(C)(C)C bis(tert-butyl-isopropyl-peroxy)-benzene